C1OCC2=CC(=CC=C12)C1(C(NC2=C(C(=CC=C12)F)F)=O)O 3-(1,3-dihydroisobenzofuran-5-yl)-6,7-difluoro-3-hydroxyindol-2-one